NC1=C(C=C(C=N1)NC(C(=O)N1[C@H](CC[C@@H](C1)C)C=1C=CC2=C(N=C(S2)C23CC(C2)(C3)N(C)C)C1)=O)CC N-(6-amino-5-ethylpyridin-3-yl)-2-((2R,5S)-2-(2-(3-(dimethylamino)Bicyclo[1.1.1]Pentan-1-yl)benzo[d]thiazol-5-yl)-5-methylpiperidin-1-yl)-2-oxoacetamide